NC1=CC(=CC=2N(C(N(C21)C)=O)CC2=CC=CC=C2)C=2C(=NOC2C)C 4-amino-1-benzyl-6-(3,5-dimethylisoxazol-4-yl)-3-methyl-1H-benzo[d]imidazol-2(3H)-one